N2-benzhydryl-5-bromopyridine-2,3-diamine C(C1=CC=CC=C1)(C1=CC=CC=C1)NC1=NC=C(C=C1N)Br